ClC1=C(C=C(N)C=C1)N1N=NC(=C1)F 4-chloro-3-(4-fluoro-1H-1,2,3-triazol-1-yl)aniline